(E)-N-(4-(3-chloro-4-(pyridin-2-ylmethoxy)phenyl)-4H-pyrido[2,3,4-de]quinazolin-7-yl)-4-(pyrrolidin-1-yl)but-2-enamide ClC=1C=C(C=CC1OCC1=NC=CC=C1)N1C=CC=2C=3C1=NC=NC3C=CC2NC(\C=C\CN2CCCC2)=O